(2S)-2-[4-chloro-2-(1,2-oxazol-3-yl)phenoxy]butanoic acid ClC1=CC(=C(O[C@H](C(=O)O)CC)C=C1)C1=NOC=C1